C(C)(C)(C)OC(NCC(CSSCC(CNC(OC(C)(C)C)=O)CN(C(CO)=O)[C@H](C(C)(C)C)C=1N(C=C(N1)C1=C(C=CC(=C1)F)F)CC1=CC=CC=C1)CN(C(CO)=O)[C@H](C(C)(C)C)C=1N(C=C(N1)C1=C(C=CC(=C1)F)F)CC1=CC=CC=C1)=O Di-tert-butyl-[disulfanediylbis(2-{[{(1R)-1-[1-benzyl-4-(2,5-difluorophenyl)-1H-imidazol-2-yl]-2,2-dimethylpropyl}(glycoloyl)amino]methyl}-propan-3,1-diyl)]biscarbamat